4-CHLORO-2-CYCLOPROPYL-6-(CYCLOPROPYLAMINO)PYRIMIDINE-5-CARBALDEHYDE ClC1=NC(=NC(=C1C=O)NC1CC1)C1CC1